2-bromo-5-chloro-N-[2-({(1R)-3-methyl-1-[(5R)-4-oxo-5-phenyl-1,3,2-dioxaborolan-2-yl]butyl}amino)-2-oxoethyl]benzamide BrC1=C(C(=O)NCC(=O)N[C@@H](CC(C)C)B2O[C@@H](C(O2)=O)C2=CC=CC=C2)C=C(C=C1)Cl